normal butyldimethylammonium chloride [Cl-].C(CCC)[NH+](C)C